BrC1=CC=2C(C(C3=C(SC=4C5=C(SC43)C=4C=CC(=CC4C(C5=O)=O)Br)C2C=C1)=O)=O 3,10-dibromonaphtho[1,2-b]naphtho[2',1':4,5]thieno[2,3-d]thiophene-5,6,12,13-tetraone